N-(2-([1,2,4]triazolo[4,3-a]pyridin-3-yl)ethyl)-1-(4-chlorobenzyl)-5-methyl-1H-indazole-3-carboxamide N=1N=C(N2C1C=CC=C2)CCNC(=O)C2=NN(C1=CC=C(C=C21)C)CC2=CC=C(C=C2)Cl